O=C1N(CCC(N1)=O)C1=CC(=C(C=C1)N1CCC(CC1)(O)CC(=O)O)F 2-[1-[4-(2,4-dioxohexahydropyrimidin-1-yl)-2-fluoro-phenyl]-4-hydroxy-4-piperidyl]acetic acid